3-butoxy-N-((1R,2R,4S)-7-cyano-7-azabicyclo[2.2.1]heptan-2-yl)-4-(1-methyl-1H-pyrazol-4-yl)benzamide C(CCC)OC=1C=C(C(=O)N[C@H]2[C@H]3CC[C@@H](C2)N3C#N)C=CC1C=1C=NN(C1)C